N,N'-diacryl-4,7,10-trioxa-1,13-tridecanediamine C(=O)(C=C)NCCCOCCOCCOCCCNC(=O)C=C